tert-Butyl 5-((2,3-dihydro-1H-pyrrolo[3,4-c]pyridin-2-carboxamido) methyl)hexahydrocyclopenta[c]pyrrol-2(1H)-carboxylat C1N(CC=2C=NC=CC21)C(=O)NCC2CC1C(CN(C1)C(=O)OC(C)(C)C)C2